(tert-butyl)-N-(((3S,4S)-3-methyl-1-(6-(1-methyl-1H-pyrazol-4-yl)pyrazolo[1,5-a]pyrazin-4-yl)piperidin-4-yl)methyl)-1H-1,2,3-triazole-4-carboxamide C(C)(C)(C)N1N=NC(=C1)C(=O)NC[C@@H]1[C@@H](CN(CC1)C=1C=2N(C=C(N1)C=1C=NN(C1)C)N=CC2)C